2-(6,7-dihydro-5H-cyclopenta[c]pyridin-5-yl)isoindoline-1,3-dione C1=NC=CC2=C1CCC2N2C(C1=CC=CC=C1C2=O)=O